(S)-2-((6-methylpyrazin-2-yl)amino)-4-((2-(pyridin-2-yloxy)ethyl)(4-(5,6,7,8-tetrahydro-1,8-naphthyridin-2-yl)butyl)amino)butanoic acid CC1=CN=CC(=N1)N[C@H](C(=O)O)CCN(CCCCC1=NC=2NCCCC2C=C1)CCOC1=NC=CC=C1